[I-].CN(C1=CC=C(C=CC=2SC3=C([N+]2CC)C=CC=C3)C=C1)C 2-[4-(dimethylamino)styryl]-3-ethylbenzothiazolium iodide